FC1=C(C(=C(C(=C1F)F)F)F)[B-](C1=C(C(=C(C(=C1F)F)F)F)F)(C1=C(C(=C(C(=C1F)F)F)F)F)C1=C(C(=C(C(=C1F)F)F)F)F.C[NH+](C1=CC=CC=C1)C N,N-Di-methylanilinium tetra(perfluorophenyl)borat